2,7-dibromo-9,9-dimethyl-10-phenyl-9,10-dihydroacridine BrC1=CC=2C(C3=CC(=CC=C3N(C2C=C1)C1=CC=CC=C1)Br)(C)C